C1(CC1)C(=O)N[C@H](C(=O)N1[C@@H](C[C@H](C1)O)C(=O)NCC1=C(C=C(C=C1)C1=C(N=CS1)C)O)C(C)(C)C (2S,4R)-1-((S)-2-(cyclopropanecarboxamido)-3,3-dimethylbutanoyl)-4-hydroxy-N-(2-hydroxy-4-(4-methylthiazol-5-yl)benzyl)pyrrolidine-2-carboxamide